CC(C(NC=1C=NC=2CCNCC2C1)=O)C 2-methyl-1-oxo-1-((5,6,7,8-tetrahydro-1,6-naphthyridin-3-yl)amino)propane